FC=1C=C(C=CC(=O)O)C=CC1F 3,4-Difluorocinnamic acid